BrC1=CC=C(C=C1)C1=CC=CC2=C1OC1=C2C=CC=C1 4-(4-bromophenyl)dibenzofuran